N-[(ethoxy)carbonyl]methyl-D-leucyl-L-prolyl-{4-[N'-(((5-methyl-2-oxo-1,3-dioxol-4-yl)methyl)oxycarbonyl)carbamimidoyl]benzyl}amide hydrochloride Cl.C(C)OC(=O)CN[C@H](CC(C)C)C(=O)N1[C@@H](CCC1)C(=O)[N-]CC1=CC=C(C=C1)C(N)=NC(=O)OCC=1OC(OC1C)=O